1-benzoyl-3-(3-chloro-2-methylphenyl)thiourea C(C1=CC=CC=C1)(=O)NC(=S)NC1=C(C(=CC=C1)Cl)C